BrC1=C(N(C(=N1)C(F)F)C)C=1C=NC=NC1 5-[5-bromo-2-(difluoromethyl)-3-methyl-imidazol-4-yl]pyrimidine